FC(C1=NC=C(C(=C1)C1=C(C=NC(=C1)C)C(=O)NC=1SC2=C(N1)CN(C2)C(=O)OC(C)(C)C)OC)F tert-butyl 2-(2'-(difluoromethyl)-5'-methoxy-6-methyl-[4,4'-bipyridine]-3-carboxamido)-4,6-dihydro-5H-pyrrolo[3,4-d]thiazole-5-carboxylate